ClC1=CC=C([C@@H](C)N)C=C1 (R)-4-chloro-α-methylbenzylamine